OC(CCOC1=CC=C(C=C1)N1C=C(C=2N=CNC(C21)=O)C2=CC=CC=C2)(C)C 5-(4-(3-hydroxy-3-methylbutoxy)phenyl)-7-phenyl-3,5-dihydro-4H-pyrrolo[3,2-d]pyrimidin-4-one